Propan-2-yl (2S)-2-[[[(2R,3R,4R,5R)-5-(2,4-dioxopyrimidin-1-yl)-4-fluoro-3-hydroxy-4-methyloxolan-2-yl]methoxy-[4-(3-phenylprop-2-enoyl)phenoxy]phosphoryl]amino]propanoate O=C1N(C=CC(N1)=O)[C@H]1[C@]([C@@H]([C@H](O1)COP(=O)(OC1=CC=C(C=C1)C(C=CC1=CC=CC=C1)=O)N[C@H](C(=O)OC(C)C)C)O)(C)F